1-Chloroethylcarbonochloridate ClC(C)OC(=O)Cl